P(=O)(OCC(COC(CCCCCCCCCCCCC)=O)OC(CCCCCCCCCCCCC)=O)(OCC(CO)O)[O-] 2,3-bis(tetradecanoyloxy)propyl (2,3-dihydroxypropyl) phosphate